N1=C(C=C(C=C1)C1=CC=NC=C1)C(=O)N1C[C@H]([C@@H](CC1)C(=O)N1CCC(CC1)(O)CN1C=NC2=C(C1=O)C=CN2C)C2=CC=CC=C2 3-[(1-{[(3R,4R)-1-(4,4'-bipyridin-2-ylcarbonyl)-3-phenylpiperidin-4-yl]carbonyl}-4-hydroxypiperidin-4-yl)methyl]-7-methyl-3,7-dihydro-4H-pyrrolo[2,3-d]pyrimidin-4-one